4-amino-2-(4-(4-methoxybenzyl)piperazin-1-yl)-N-(2-methyl-2H-indazol-5-yl)thiazole-5-carboxamide NC=1N=C(SC1C(=O)NC1=CC2=CN(N=C2C=C1)C)N1CCN(CC1)CC1=CC=C(C=C1)OC